C(#N)C1=C(C=C(C=C1)N1N=C(C=C1)CCCNC(C1=CC=C(C=C1)[N+](=O)[O-])=O)C(F)(F)F N-(3-(1-(4-cyano-3-trifluoromethylphenyl)-1H-pyrazol-3-yl)propyl)-4-nitrobenzamide